CC1=C(N=C(S1)N1CCN(CC1)C)NC1=NC=C(C(=C1)NCCCN1C(COCCC1)=O)C(F)(F)F 4-(3-((2-((5-methyl-2-(4-methylpiperazin-1-yl)thiazol-4-yl)amino)-5-(trifluoromethyl)pyridin-4-yl)amino)propyl)-1,4-oxazepan-3-one